NC1=CC=2C3=C(C(N(C2C=C1)C)=O)C(OC(C(N3)C)C)=O 10-amino-2,3,7-trimethyl-2,3-dihydro-[1,4]oxazepino[6,5-c]quinoline-5,6(1H,7H)-dione